C1(=CC=CC=C1)CCCCCCCCCC 1-phenyldecane